FC(OC=1C=C(C=CC1)CNC(=O)C=1N=NN(C1)CCCCC1=NN=C(S1)C(=O)NCC1=NC=C(C=C1)C(F)(F)F)(F)F 5-{4-[4-({[3-(trifluoromethoxy)phenyl]methyl}carbamoyl)-1H-1,2,3-triazol-1-yl]butyl}-N-{[5-(trifluoromethyl)pyridin-2-yl]methyl}-1,3,4-thiadiazole-2-carboxamide